(6-chloroquinoxalin-2-yloxy)phenol ClC=1C=C2N=CC(=NC2=CC1)OC1=C(C=CC=C1)O